tert-butyl 3-((6-(2,4-difluorophenoxy)-8,9-dihydroimidazo[1',2':1,6]pyrido[2,3]pyrimidin-2-yl)amino)pyrrolidine-1-carboxylate FC1=C(OC2=CC3=C(CN(C=N3)NC3CN(CC3)C(=O)OC(C)(C)C)N3C2=NCC3)C=CC(=C1)F